N-(4-oxo-1-phenyl-1,2,3,4-tetrahydro-quinolin-3-yl)acrylamide O=C1C(CN(C2=CC=CC=C12)C1=CC=CC=C1)NC(C=C)=O